The molecule is an O-acylcarnitine having (9Z,12Z,15Z)-3-hydroxyoctadecatrienoyl as the acyl substituent. It has a role as a metabolite. It is an O-acylcarnitine, an ammonium betaine and a carboxylic ester. It derives from a carnitine. CC/C=C\\C/C=C\\C/C=C\\CCCCCC(CC(=O)OC(CC(=O)[O-])C[N+](C)(C)C)O